trans-3-aminocyclobutan-1-ol hydrochloride Cl.N[C@@H]1C[C@H](C1)O